COC1=C2CNC(C2=CC=C1)=O 4-methoxy-3H-isoindol-1-one